FCCCN(S(=O)(=O)C1=CC=2N(C=C1)C=NC2)C N-(3-fluoropropyl)-N-methyl-imidazo[1,5-a]pyridine-7-sulfonamide